CC12N=CN=CC2=NC=N1 4-methylpurine